1-(6-(2,2-dimethyl-1-(piperidin-3-ylmethyl)piperidin-4-yl)-1-methyl-1H-indazol-3-yl)dihydropyrimidine-2,4(1H,3H)-dione CC1(N(CCC(C1)C1=CC=C2C(=NN(C2=C1)C)N1C(NC(CC1)=O)=O)CC1CNCCC1)C